C(C)(C)(C)OC(NNC([C@H](CC1CCCC1)NC(=O)OCC1=CC=CC=C1)=O)=O.OC1=C(C=CC=C1)N=NC1=CC=CC=C1 hydroxyazobenzene tert-butyl-N-[[(2S)-2-(benzyloxycarbonylamino)-3-cyclopentyl-propanoyl]amino]carbamate